2-Amino-7-(3,4-dichlorobenzyl)-9-((2R,3S,4S,5R)-4-fluoro-3-hydroxy-5-(hydroxymethyl)tetrahydrofuran-2-yl)-7,9-dihydro-1H-purin-6,8-dion NC=1NC(C=2N(C(N(C2N1)[C@@H]1O[C@@H]([C@H]([C@H]1O)F)CO)=O)CC1=CC(=C(C=C1)Cl)Cl)=O